BrC1=C2C=NN(C2=CC(=C1C#CC1=NC(=NC=C1)O[C@H]1CN(CCC1)C(=O)OC(C)(C)C)Cl)C1OCCCC1 tert-butyl (3R)-3-((4-((4-bromo-6-chloro-1-(tetrahydro-2H-pyran-2-yl)-1H-indazol-5-yl)ethynyl)pyrimidin-2-yl)oxy)piperidine-1-carboxylate